FC1(CC(C1)COC1=C(C=C(C=N1)[C@@H]1CC2(CC(C2)(F)F)CCN1CC1=C2C=CNC2=C(C=C1OC)C)F)F (S)-6-(6-((3,3-difluorocyclobutyl)methoxy)-5-fluoropyridin-3-yl)-2,2-difluoro-7-((5-methoxy-7-methyl-1H-indol-4-yl)methyl)-7-azaspiro[3.5]nonane